1-(6-butyl-1H-benzo[d]imidazol-2-yl)-3-cyclohexylurea C(CCC)C=1C=CC2=C(NC(=N2)NC(=O)NC2CCCCC2)C1